3-[3,5-dimethoxy-4-(2,2,2-trifluoroethylcarbamoyl)phenyl]imidazo[1,2-a]pyridine-7-carboxylic acid COC=1C=C(C=C(C1C(NCC(F)(F)F)=O)OC)C1=CN=C2N1C=CC(=C2)C(=O)O